6-chloro-3-fluoro-8-((1S,2S)-2-(7-fluoro-1-(2,2,2-trifluoroethyl)-1H-indazol-6-yl)cyclopropyl)imidazo[1,2-b]pyridazine ClC=1C=C(C=2N(N1)C(=CN2)F)[C@@H]2[C@H](C2)C2=CC=C1C=NN(C1=C2F)CC(F)(F)F